N-ethylisonicotinamide C(C)NC(C1=CC=NC=C1)=O